C(C)OC1=NN(C2=C3C(=C(C=C12)OC)C=CC=C3)C3=CC=CC=C3 3-ethoxy-5-methoxy-1-phenyl-1H-benzo[g]indazole